4-(benzylsulfanyl)-5-methoxy-N,2-dimethylbenzamide C(C1=CC=CC=C1)SC1=CC(=C(C(=O)NC)C=C1OC)C